5-propargylimidazole C(C#C)C1=CN=CN1